FC(S(=O)(=O)OC1=CC(N(C=2N=C(N=CC21)SC)C2CCCC2)=O)(F)F 8-cyclopentyl-2-(methylthio)-7-oxo-7,8-dihydropyrido[2,3-d]pyrimidin-5-yl trifluoromethanesulfonate